(1r,4r)-4-[(3-chlorophenyl)(methyl)amino]spiro[cyclohexane-1,1'-indene]-4-carboxylic acid ClC=1C=C(C=CC1)N(C1(CCC2(C=CC3=CC=CC=C23)CC1)C(=O)O)C